FC(CNC1=C(C#N)C=C(C=C1)C=1OC(=NN1)C1=CC=C2CCNC(C2=C1)=O)F 2-[(2,2-difluoro-ethyl)amino]-5-[5-(1-oxo-1,2,3,4-tetrahydroisoquinolin-7-yl)-1,3,4-oxadiazol-2-yl]benzonitrile